N-[2,6-difluoro-3-[5-(4-methyl-2-methylsulfanyl-pyrimidin-5-yl)-1H-pyrazolo[3,4-b]pyridine-3-carbonyl]phenyl]propane-1-sulfonamide FC1=C(C(=CC=C1C(=O)C1=NNC2=NC=C(C=C21)C=2C(=NC(=NC2)SC)C)F)NS(=O)(=O)CCC